4-(4-benzoyl-2-chlorophenylthio)phenyldiphenylsulfonium C(C1=CC=CC=C1)(=O)C1=CC(=C(C=C1)SC1=CC=C(C=C1)[S+](C1=CC=CC=C1)C1=CC=CC=C1)Cl